ClC1=C(C(=CC=C1Cl)OC)[C@H]1C[C@H](N(C1)C(=O)OC(C)(C)C)C(=C)C tert-butyl (2S,4R)-4-(2,3-dichloro-6-methoxyphenyl)-2-(prop-1-en-2-yl)pyrrolidine-1-carboxylate